FC([C@@H](C)O)(F)F |r| racemic-1,1,1-trifluoropropan-2-ol